C=1(SC=C2C1CCNC2)N 4,5,6,7-tetrahydro-2,6-benzothiazolamine